COC1=CC=C(/C=C/C(=O)OCC(CCCC)CC)C=C1 2-ethylhexyl trans-4-meth-oxycinnamate